CS(=O)(=O)C1=C(C=C(C=N1)OC[C@@H]1CN(C[C@H]1C)CCC=1C=C(C#N)C=CC1)C 3-{2-[(3S,4S)-3-{[(6-methanesulfonyl-5-methylpyridin-3-yl)oxy]methyl}-4-methylpyrrolidin-1-yl]ethyl}benzonitrile